FC(C1=CC=C(C=C1)C1=NN=C(C2=CC=CC=C12)NC[C@@H]1C(NCC1)=O)(F)F |r| racemic-3-(((4-(4-(trifluoromethyl)phenyl)phthalazin-1-yl)amino)methyl)pyrrolidin-2-one